23,29-difluoro-6-(3-iodophenyl)-6-methyl-25-oxa-3,12,13,14,20,32-hexazahexacyclo-[24.3.1.12,5.111,14.016,24.017,21]dotriaconta-1(30),2,4,11(31),12,16,18,21,23,26,28-undecaene FC=1C=C2NC=CC2=C2CN3N=NC(CCCCC(C4=CN=C(C=5C(=CC=C(OC12)C5)F)N4)(C)C4=CC(=CC=C4)I)=C3